FC=1C=C(C=C(C1)F)[C@H]1[C@@H](CN(C1)CCOC)NC(=O)NC1=C(C(=NN1C1=CC=CC=C1)OCC)CO 1-((3S,4R)-4-(3,5-difluorophenyl)-1-(2-methoxyethyl)pyrrolidin-3-yl)-3-(3-ethoxy-4-(hydroxymethyl)-1-phenyl-1H-pyrazol-5-yl)urea